C(=O)OCCCCCC(C)C isooctyl format